bis(amidino)tin C(N)(=N)[Sn]C(N)=N